O(C)C=1C=C(C(=CC1)C1=CC=CC=C1)C1=CC=CC=C1 4'-methoxyl-terphenyl